C(CCCCCCC\C=C/CCCCCCCC)OCC(C)O propylene glycol mono-oleyl ether